C(C)OC(CC(CCC1CCN(CC1)C(=O)OC(C)(C)C)=O)=O tert-Butyl 4-(5-ethoxy-3,5-dioxopentyl)piperidine-1-carboxylate